2-[(2-carboxyethoxy)methyl]Propoxypropionic acid C(=O)(O)CCOCC(COC(C(=O)O)C)C